azino-bis(3-ethylbenzothiazolesulfonic acid) diammonium salt [NH4+].[NH4+].N(N=S1C(N(C2=C1C=CC=C2)CC)S(=O)(=O)[O-])=S2C(N(C1=C2C=CC=C1)CC)S(=O)(=O)[O-]